O1C(=CC=C1)C=1C=2N(C=C(N1)NC(=O)C1CC1)C=C(N2)C(C)C N-[8-(furan-2-yl)-2-propan-2-ylimidazo[1,2-a]pyrazin-6-yl]cyclopropanecarboxamide